C(=O)[O-].C[NH3+] methyl-ammonium formate